2-acetoxy-N-(5-nitrothiazol-2-yl)benzamide C(C)(=O)OC1=C(C(=O)NC=2SC(=CN2)[N+](=O)[O-])C=CC=C1